C(#C)C=1C(=C2CC[C@@H](N(C2=CC1)C(=O)OC)C)OC1=CC=CC=C1 (S)-Methyl 6-ethynyl-2-methyl-5-phenoxy-3,4-dihydroquinoline-1(2H)-carboxylate